2-(4-(3-fluorophenyl)-6-oxo-3-(prop-1-en-2-yl)pyridazin-1(6H)-yl)acetic acid FC=1C=C(C=CC1)C=1C(=NN(C(C1)=O)CC(=O)O)C(=C)C